5-(2-Bromoethoxy)-3-fluoropyridine-2-carboxylic acid methyl ester COC(=O)C1=NC=C(C=C1F)OCCBr